(R)-1-(2-amino-4-bromo-5-fluorophenyl)-N-methyl-N-(2,2,2-trifluoroethyl)pyrrolidin-3-amine NC1=C(C=C(C(=C1)Br)F)N1C[C@@H](CC1)N(CC(F)(F)F)C